NCCCN1C=C(C2=CC(=CC=C12)CN1CCC(CC1)CN1CCN(CC1)C1=C(C=C(C=C1)NC1C(NC(CC1)=O)=O)F)C1=CC=C(C=C1)OC(F)(F)F 3-((4-(4-({1-((1-(3-aminopropyl)-3-(4-(trifluoromethoxy)phenyl)-1H-indol-5-yl)methyl)piperidin-4-yl}methyl)piperazin-1-yl)-3-fluorophenyl)amino)piperidine-2,6-dione